2-fluoro-1-(3-(6-methyl-3-(6-(trifluoromethyl)pyridin-3-yl)-1H-pyrazolo[3,4-b]pyridin-1-yl)azetidin-1-yl)prop-2-en-1-one FC(C(=O)N1CC(C1)N1N=C(C=2C1=NC(=CC2)C)C=2C=NC(=CC2)C(F)(F)F)=C